FC=C(F)F tri-fluoroethylene